2-CHLORO-5-(TRIFLUOROMETHYL)PYRIDINE-4-BORONIC ACID ClC1=NC=C(C(=C1)B(O)O)C(F)(F)F